[Si](C)(C)(C(C)(C)C)OCCN(CCCCCCCC(=O)OC(CCCCCCCCCl)CCCCCCCC)CCCCCCCC(=O)OCCCCCCCCC 1-chloroheptadecan-9-yl 8-((2-((tert-butyldimethylsilyl)oxy)ethyl)(8-(nonyloxy)-8-oxooctyl)amino)octanoate